CCCCCCCCCCCCCCCC(=O)OC[C@H](COP(=O)([O-])OCC[N+](C)(C)C)OC(=O)CC/C=C/C/C=C/C/C=C/C/C=C/C/C=C/C/C=C/CC The molecule is a phosphatidylcholine 38:6 in which the acyl groups at C-1 and C-2 are specified as palmitoyl and (4E,7E,10E,13E,16E,19E)-docosahexaenoyl respectively. It has a role as a mouse metabolite. It derives from a hexadecanoic acid.